1-(trans-4-aminocyclohexyl)-3-benzyl-1-(5-(1-methyl-1H-pyrazol-4-yl)pyrazin-2-yl)urea trifluoroacetate salt FC(C(=O)O)(F)F.N[C@@H]1CC[C@H](CC1)N(C(=O)NCC1=CC=CC=C1)C1=NC=C(N=C1)C=1C=NN(C1)C